3-amino-6-(trifluoromethyl)pyrazine-2-carboxylic acid ethyl ester C(C)OC(=O)C1=NC(=CN=C1N)C(F)(F)F